C1(CC1)C1=NNC2=CC=C(C=C12)C1=CN=C2N1N=C(C=C2)N2CCOC1(CC1)C2 7-(3-(3-cyclopropyl-1H-indazol-5-yl)imidazo[1,2-b]pyridazin-6-yl)-4-oxa-7-azaspiro[2.5]octane